[K].[K].[C@@H]1([C@H](O)[C@H](O)[C@@H](CO)O1)N1C=NC=2C(N)=NC=NC12 adenosine dipotassium